1-(4-aminopiperidin-1-yl)-2-((1R,5S)-3-(8-fluoro-7-(3-hydroxynaphthalen-1-yl)-2-(((S)-1-methylpyrrolidin-2-yl)methoxy)quinazolin-4-yl)-3,8-diazabicyclo[3.2.1]octan-8-yl)ethan-1-one NC1CCN(CC1)C(CN1[C@H]2CN(C[C@@H]1CC2)C2=NC(=NC1=C(C(=CC=C21)C2=CC(=CC1=CC=CC=C21)O)F)OC[C@H]2N(CCC2)C)=O